nickel copper niobium manganese oxide [O-2].[Mn+2].[Nb+5].[Cu+2].[Ni+2]